4-Chloro-7-((3aS,4R,6aR)-2,2,6a-trimethyl-6-vinyl-3a,6a-dihydro-4H-cyclopenta[d][1,3]dioxol-4-yl)-7H-pyrrolo[2,3-d]pyrimidine ClC=1C2=C(N=CN1)N(C=C2)[C@@H]2C=C([C@]1(OC(O[C@H]12)(C)C)C)C=C